C(C)(C)(C)OC(N[C@H]1[C@H](CN(CC1)C1=NC(=C(C(=C1C#N)CC)C#N)S[C@@H](C(=O)N)C1=CC=CC=C1)O)=O ((3S,4R)-1-(6-(((R)-2-amino-2-oxo-1-phenylethyl)thio)-3,5-dicyano-4-ethylpyridin-2-yl)-3-hydroxypiperidin-4-yl)carbamic acid tert-butyl ester